1-methyl-1H-1,2,4-triazol-3-amine CN1N=C(N=C1)N